5-chloro-6-morpholinoquinoline ClC1=C2C=CC=NC2=CC=C1N1CCOCC1